FC=1C=C(C=CC1F)[C@H]1[C@@H](C1)NC=1C2=C(N=C(N1)C1=CC=C(C=C1)O)SC(=C2)C 4-(4-(((1R,2S)-2-(3,4-difluorophenyl)cyclopropyl)amino)-6-methylthieno[2,3-d]pyrimidin-2-yl)phenol